2-amino-3-(7-(difluoromethyl)thieno[3,2-b]pyridine-2-carboxamido)propanoate NC(C(=O)[O-])CNC(=O)C1=CC2=NC=CC(=C2S1)C(F)F